6-Amino-3-((1R,4R)-4'-chloro-4-(hydroxymethyl)-4-methyl-1',2'-dihydrospiro[cyclohexane-1,3'-pyrrolo[2,3-b]pyridin]-5'-yl)-2-fluoro-N,N-dimethylbenzamide NC1=CC=C(C(=C1C(=O)N(C)C)F)C=1C(=C2C(=NC1)NCC21CCC(CC1)(C)CO)Cl